FC=1C=C(C=CC1OC)C1=CC(=C(C=N1)N1C[C@@H](CCC1)NC(OC(C)(C)C)=O)C=O tert-butyl (R)-(1-(6-(3-fluoro-4-methoxyphenyl)-4-formylpyridin-3-yl)piperidin-3-yl)carbamate